C3,1-diisopropylphosphinoylnonane C(C)(C)C(CC(C(C)C)[PH2]=O)CCCCCC